5-Ethyl-2-Fluoro-4-(3-(4-(((1-Methylpyrrolidin-3-yl)amino)methyl)-1H-Imidazol-2-yl)-1H-Indazol-6-yl)phenol C(C)C=1C(=CC(=C(C1)O)F)C1=CC=C2C(=NNC2=C1)C=1NC=C(N1)CNC1CN(CC1)C